C(CCC)OC(=O)C1=CC=C2C3=CC=CC4=CC=CC(C=5C=CC(=C1C25)C(=O)OCCCC)=C43 9,10-Bis(butoxycarbonyl)perylene